BrC1=C(C=CC=C1)C1=NOC(=N1)C=1C=C2C(=NC1)N(N=N2)C(C)C 3-(2-bromophenyl)-5-[3-(propan-2-yl)-3H-[1,2,3]triazolo[4,5-b]pyridin-6-yl]-1,2,4-oxadiazole